BrC1=CC(=C(C=C1)CNC1=NC(=CC(=N1)N1CCN(CC1)C(CCl)=O)Cl)Cl [4-(2-{[(4-bromo-2-chlorophenyl)methyl]amino}-6-chloropyrimidin-4-yl)piperazin-1-yl]-2-chloroethan-1-one